tert-butyl (2S)-2-(3-methoxy-2-methyl-phenyl)-2,5-dihydropyrrole-1-carboxylate COC=1C(=C(C=CC1)[C@H]1N(CC=C1)C(=O)OC(C)(C)C)C